C(#N)C=1C=C(C(=NC1N1N=CC=N1)C)NC(=O)C=1C=NN(C1C(F)(F)F)C1=C2C=CNC(C2=CC=C1)=O N-(5-Cyano-2-methyl-6-(2H-1,2,3-triazol-2-yl)pyridin-3-yl)-1-(1-oxo-1,2-dihydroisochinolin-5-yl)-5-(trifluoromethyl)-1H-pyrazol-4-carboxamid